C(#N)C1=CNC2=C(C=CC=C12)NS(=O)(=O)C1=CC(=NS1)C N-(3-cyano-1H-indol-7-yl)-3-methyl-1,2-thiazole-5-sulfonamide